C(C)(=O)NS(=O)(=O)NCC[C@H](C1=CC=CC=C1)NC(=O)C=1N(C2=CC=C(C(=C2C1)Cl)Cl)C |r| (±)-N-[3-(acetylsulfamoylamino)-1-phenyl-propyl]-4,5-dichloro-1-methyl-indole-2-carboxamide